O1C=C(C=C1)N1C(NC(=CC1=O)N[C@@H](C)C1=CC=C(C#N)C=C1)=O (S)-4-(1-((1-(furan-3-yl)-2,6-dioxo-1,2,3,6-tetrahydropyrimidin-4-yl)amino)ethyl)benzonitrile